N-(benzo[b]thiophen-5-yl)-6-(2-fluoro-4-(piperazin-1-ylmethyl)phenyl)quinolin-4-amine S1C2=C(C=C1)C=C(C=C2)NC2=CC=NC1=CC=C(C=C21)C2=C(C=C(C=C2)CN2CCNCC2)F